ClC1=NC(=CC(=C1)C1CN(C[C@@H]2N1C(CC2)=O)C(=O)OC(C)(C)C)B2OC(C(O2)(C)C)(C)C tertbutyl (8aR)-4-(2-chloro-6-(4,4,5,5-tetramethyl-1,3,2-dioxaborolan-2-yl)pyridin-4-yl)-6-oxohexahydropyrrolo[1,2-a]pyrazine-2(1H)-carboxylate